5,7-dichloro-2-(3-chlorophenylmethyl)-1-oxo-1,2,3,4-tetrahydroisoquinoline-6-carboxylic acid ClC1=C2CCN(C(C2=CC(=C1C(=O)O)Cl)=O)CC1=CC(=CC=C1)Cl